4-fluoro-1-methyl-N-(6-(1-methyl-1H-1,2,3-triazol-5-yl)isoquinolin-3-yl)piperidine-4-carboxamide FC1(CCN(CC1)C)C(=O)NC=1N=CC2=CC=C(C=C2C1)C1=CN=NN1C